(2-fluorobenzyloxy)benzylidene-3-cyclopentylthiazolidine-2,4-dione FC1=C(COC(C2=CC=CC=C2)=C2C(N(C(S2)=O)C2CCCC2)=O)C=CC=C1